4-(4-methyl-3-penten-1-yl)-3-cyclohexene-carbaldehyde CC(=CCCC1=CCC(CC1)C=O)C